ClC1=C(N(CC2=CC=C(C=C2)OC)CC2=CC=C(C=C2)OC)C=C(C=C1B1OC(C(O1)(C)C)(C)C)C 2-chloro-N,N-bis(4-methoxybenzyl)-5-methyl-3-(4,4,5,5-tetramethyl-1,3,2-dioxaborolan-2-yl)aniline